(1S,3S)-3-((6-(5-(((4-(tert-butyl)-5-methoxypyrimidin-2-yl)amino)methyl)-1-methyl-1H-1,2,3-triazol-4-yl)-2-methylpyridin-3-yl)oxy)cyclohexane-1-carboxylic acid C(C)(C)(C)C1=NC(=NC=C1OC)NCC1=C(N=NN1C)C1=CC=C(C(=N1)C)O[C@@H]1C[C@H](CCC1)C(=O)O